FC(C(O)C1=CC=C(C=C1)C=1C2=C(N=C(N1)N1[C@H](CC1)C)CCC2)F 2,2-difluoro-1-[4-[2-[(2S)-2-methylazetidin-1-yl]-6,7-dihydro-5H-cyclopenta[d]pyrimidin-4-yl]phenyl]ethanol